FC1=C(C=CC(=C1C)OC1=CC2=C(N(C=N2)C)C=C1)NC=1C2=C(N=CN1)C=NC(=C2)OC2CC1CCC(C2)N1C(C=C)=O 1-(3-((4-((2-Fluoro-3-methyl-4-((1-methyl-1H-benzo[d]imidazol-5-yl)oxy)phenyl)amino)pyrido[3,4-d]pyrimidin-6-yl)oxy)-8-azabicyclo[3.2.1]octan-8-yl)prop-2-en-1-one